ClC=1C=C2C(=CN1)NC=C2 5-chloro-pyrrolo[2,3-c]pyridin